F[C@H]1CN(CC[C@H]1NC1=CC=CC2=C1SC(=C2CC(F)(F)F)C2=NOC(=N2)CNS(=O)(=O)C=2C=NC=CC2)C(=O)OC(C)(C)C tert-butyl (3S,4R)-3-fluoro-4-((2-(5-((pyridine-3-sulfonamido)methyl)-1,2,4-oxadiazol-3-yl)-3-(2,2,2-trifluoroethyl)benzo[b]thiophen-7-yl)amino)piperidine-1-carboxylate